5-[(2-mercapto-2-methyl-propyl)[2-[(2-mercapto-2-methylpropyl)amino]ethyl]amino]pentanoic acid SC(CN(CCCCC(=O)O)CCNCC(C)(C)S)(C)C